(2S)-2-[[(1S,5R)-6-(hydroxymethyl)-3-azabicyclo[3.1.0]hexane-3-carbonyl]amino]-4-[2-phenoxyethyl-[4-(5,6,7,8-tetrahydro-1,8-naphthyridin-2-yl)butyl]amino]butanoic acid OCC1[C@@H]2CN(C[C@H]12)C(=O)N[C@H](C(=O)O)CCN(CCCCC1=NC=2NCCCC2C=C1)CCOC1=CC=CC=C1